OC=1C=C(C(=O)OC=2C=C(C(=O)OC=3C=C(C=C(C3O)O)C(=O)[O-])C=C(C2O)O)C=C(C1O)OC(C1=CC(=C(C(=C1)O)O)O)=O 3-((3-((3,4-dihydroxy-5-((3,4,5-trihydroxybenzoyl) oxy) benzoyl) oxy)-4,5-dihydroxybenzoyl) oxy)-4,5-dihydroxybenzeneformate